BrC1=CC(=C(C=C1C)NC1=CC=C2C(=N1)CN(C2=O)C)C 2-((4-bromo-2,5-dimethylphenyl)amino)-6-methyl-6,7-dihydro-5H-pyrrolo[3,4-b]pyridin-5-one